3-(1-(2-nitrophenyl)piperidin-4-yl)propanamide [N+](=O)([O-])C1=C(C=CC=C1)N1CCC(CC1)CCC(=O)N